O1C(CCCC1)OCC#CC1(CCCC1)O 1-(3-((tetrahydro-2H-pyran-2-yl)oxy)prop-1-yn-1-yl)cyclopentanol